(5-fluoro-2-(2H-1,2,3-triazol-2-yl)phenyl)((1S,4S,6R)-6-((5-(trifluoromethyl)pyrazin-2-yl)amino)-2-azabicyclo[2.2.1]heptan-2-yl)methanone FC=1C=CC(=C(C1)C(=O)N1[C@@H]2[C@@H](C[C@H](C1)C2)NC2=NC=C(N=C2)C(F)(F)F)N2N=CC=N2